[Cl-].CN(C)C(=[N+]=C1N(CCN1C)C)N(C)C N-bis(dimethylamino)methylene-1,3-dimethylimidazoline-2-iminium chloride